C(C)(C)(C)OC(=O)N1CCN(CC1)CC1=C(C(=C(C(=C1)F)[N+](=O)[O-])N)F 4-[(3-amino-2,5-difluoro-4-nitrophenyl)methyl]piperazine-1-carboxylic acid tert-butyl ester